CN1C(C2(OC3=C1C=C1C(=C3)C(=NN=C1N[C@H](C)C1=CC(=CC=C1)C(F)(F)F)C)CC2)=O 4',9'-dimethyl-6'-[[(1R)-1-[3-(trifluoromethyl)phenyl]ethyl]amino]spiro[cyclopropane-1,2'-pyridazino[4,5-g][1,4]benzoxazine]-3'-one